S=C1NC=C(N1)C[C@@H](C(=O)[O-])[N+](C)(C)C (2S)-3-(2-thioxo-2,3-dihydro-1H-imidazol-4-yl)-2-(trimethylammonio)-propanoate